COC1=C(CC(N)C)C=C(C2=C1OCO2)OC 2,5-dimethoxy-3,4-methylenedioxy-amphetamine